1-(7-oxabicyclo[2.2.1]hept-2-yl)-N,N-dimethylmethylamine C12C(CC(CC1)O2)CN(C)C